[14C]-carbonate [14C]([O-])([O-])=O